2-propyl-benzamide C(CC)C1=C(C(=O)N)C=CC=C1